N1C=NC(=C1)C=1C=C(OC2=C(N=NN2)C(=O)O)C=C(C1)C#CC1=CC=CC=C1 5-(3-(1H-imidazol-4-yl)-5-(phenylethynyl)phenoxy)-1H-1,2,3-triazole-4-carboxylic acid